CC1=C(CNC2=NC=C3N=CN(C3=N2)[C@H]2[C@@H](O)[C@H](O)[C@H](O2)CO)C=CC=C1 2-methylbenzylamino-9-β-D-arabinofuranosylpurine